2-[rel-(3S,4S)-1,3-dimethyl-4-piperidyl]-5-[(2R,5S)-5-methyl-2-piperidyl]-1,3-benzothiazole CN1C[C@H]([C@H](CC1)C=1SC2=C(N1)C=C(C=C2)[C@@H]2NC[C@H](CC2)C)C |o1:3,4|